Di-Sodium Orthophosphate P(=O)([O-])([O-])O.[Na+].[Na+]